N-((4-(azetidin-3-ylmethoxy)phenyl)sulfonyl)-5-chloro-4-(cyclopentylmethoxy)-2-fluorobenzamide N1CC(C1)COC1=CC=C(C=C1)S(=O)(=O)NC(C1=C(C=C(C(=C1)Cl)OCC1CCCC1)F)=O